FC=1C(=C2C(=CC(=CC2=CC1)NC(OC(C)(C)C)=O)C1=C(C=2N=C(N=CC2C(=N1)N1[C@H](CC1)C)SC)F)C#C[Si](C(C)C)(C(C)C)C(C)C tert-butyl (S)-(6-fluoro-4-(8-fluoro-5-(2-methylazetidin-1-yl)-2-(methylthio)pyrido[4,3-d]pyrimidin-7-yl)-5-((triisopropylsilyl)ethynyl) naphthalen-2-yl)carbamate